3-(1-cyano-1-methyl-ethyl)-N-[4-methyl-3-[[3-(9-tetrahydropyran-2-ylpurin-6-yl)-2-pyridyl]amino]phenyl]benzamide C(#N)C(C)(C)C=1C=C(C(=O)NC2=CC(=C(C=C2)C)NC2=NC=CC=C2C2=C3N=CN(C3=NC=N2)C2OCCCC2)C=CC1